L-Glycyl-L-phenylalanine NCC(=O)N[C@@H](CC1=CC=CC=C1)C(=O)O